[C@@H]1(NCCC2=CC=CC=C12)C(=O)O (S)-1,2,3,4-tetrahydroisoquinoline-1-formic acid